2-(6-(((1S,3S)-3-((5-cyclopentyl-1,2,4-oxadiazol-3-yl)amino)cyclopentyl)amino)pyridin-3-yl)pyridazin-3(2H)-one C1(CCCC1)C1=NC(=NO1)N[C@@H]1C[C@H](CC1)NC1=CC=C(C=N1)N1N=CC=CC1=O